1-(9Z-tetradecenoyl)-2-tetradecanoyl-glycero-3-phosphoserine CCCCCCCCCCCCCC(=O)O[C@H](COC(=O)CCCCCCC/C=C\CCCC)COP(=O)(O)OC[C@@H](C(=O)O)N